9-tetradecen-1-ol C(CCCCCCCC=CCCCC)O